6-methyl-4-[(1-methylcyclopropyl)amino]-N-pentylfurano[2,3-d]pyrimidine-5-carboxamide CC1=C(C2=C(N=CN=C2NC2(CC2)C)O1)C(=O)NCCCCC